FC(CN(C(CCCCCCCCO)CCCCCCCCO)CC1CCN(CC1)C)(CCCCCCC)F 9-[2,2-difluorononyl-[(1-methyl-4-piperidyl)methyl]amino]heptadecane-1,17-diol